BrC1=C2C=CN(CC2=CC(=C1)F)C 5-bromo-7-fluoro-2-methylisoquinoline